(R)-2-(4-(benzo[d]thiazol-7-yl)phenyl)-2-(3-(2-ethynyl-thiazol-4-yl)ureido)-N,N-dimethylacetamide S1C=NC2=C1C(=CC=C2)C2=CC=C(C=C2)[C@H](C(=O)N(C)C)NC(=O)NC=2N=C(SC2)C#C